C(C)(SC[C@@H](C)NC(=O)OCC1=CC=CC=C1)=O (R)-S-(2-(((benzyloxy)carbonyl)amino)propyl) ethanethioate